tert-Butyl N-[2-[(5S)-2-oxo-3-(3-oxo-4H-pyrazino[2,3-b][1,4]oxazin-6-yl)oxazolidin-5-yl]ethyl]carbamate O=C1O[C@H](CN1C1=NC2=C(OCC(N2)=O)N=C1)CCNC(OC(C)(C)C)=O